N,N-Bis(4-methoxybenzyl)-5-(4,4,5,5-tetramethyl-1,3,2-dioxaborolan-2-yl)-6-(trifluoromethyl)pyridin-3-amine COC1=CC=C(CN(C=2C=NC(=C(C2)B2OC(C(O2)(C)C)(C)C)C(F)(F)F)CC2=CC=C(C=C2)OC)C=C1